FC([C@@H](C)NC1=NC(=NC(=N1)N[C@@H](C(F)(F)F)C)C#CC(C(F)(F)F)(O)C(F)(F)F)(F)F 4-(4,6-bis(((R)-1,1,1-trifluoropropan-2-yl)amino)-1,3,5-triazin-2-yl)-1,1,1-trifluoro-2-(trifluoromethyl)but-3-yn-2-ol